NC=1C=C(C=C(C1)C(F)(F)F)NC(=O)[N-]C1=C[N+](=NO1)CC1=CC=C(C=C1)C=1C(=NC(=NC1)OC)C ((3-Amino-5-(trifluoromethyl)phenyl)carbamoyl)(3-(4-(2-methoxy-4-methylpyrimidin-5-yl)benzyl)-1,2,3-oxadiazol-3-ium-5-yl)amide